OC(C=CC(=O)N1CCCCC1)C(CCCCC)O 4,5-dihydroxy-2-decenoic acid piperidide